C(C1=CC=CC=C1)NC(=S)NNC(=O)C1=NC2=CC=CC=C2C=C1 N-benzyl-2-(quinoline-2-carbonyl)hydrazine-1-carbothioamide